CC1=CC=C(C=C1)[Se]C1=CC=CC=C1 (4-methylphenyl)phenylselenide